CC1=CC=C(C=C1)S(=O)(=O)OCCN1N=C2C=CC=CC2=C1[C@H](CN(C)C(=O)OC(C)(C)C)O (S)-2-(3-(2-((tert-butoxycarbonyl)(methyl)amino)-1-hydroxyethyl)-2H-indazol-2-yl)ethyl 4-methylbenzenesulfonate